1-(5-bromo-2-chlorobenzyl)-4-methoxybenzene-2,3,5,6-d4 BrC=1C=CC(=C(CC2=C(C(=C(C(=C2[2H])[2H])OC)[2H])[2H])C1)Cl